FC1=C(CN2[C@@H](CCC2=O)CC(=O)N[C@H](C(=O)N2OCCCC2)C(C)C)C=CC=C1F 2-((S)-1-(2,3-Difluorobenzyl)-5-oxopyrrolidin-2-yl)-N-((S)-3-methyl-1-(1,2-oxazinan-2-yl)-1-oxobutan-2-yl)acetamide